C(C)OC1=C(C(=O)O)C=C(C=C1)NCC(C)C 2-ethoxy-5-(isobutylamino)benzoic acid